BrC1=CC2=CN(N=C2C(=C1)OC=1C=NC=NC1)C 5-bromo-2-methyl-7-(pyrimidin-5-yloxy)indazole